C(C)(C)(C)NC1=NC(=NN1C1=CC=C(C=C1)Br)C(F)F N-(tert-butyl)-1-(4-bromophenyl)-3-(difluoromethyl)-1H-1,2,4-triazol-5-amine